S1C(=NC2=C1C=CC=C2)C2=C(C=NC(=C2)C2=CC=C(C=C2)F)CNC(C=C)=O N-((4-(benzo[d]thiazol-2-yl)-6-(4-fluorophenyl)pyridin-3-yl)methyl)acrylamide